CN1CCN(CC1)C1=NC=CC(=C1)C=1C=C2C(=NC1)NC=C2C2=CC=1C(=CN=CC1)S2 2-(5-(2-(4-Methylpiperazin-1-yl)pyridin-4-yl)-1H-pyrrolo[2,3-b]pyridin-3-yl)thieno[2,3-c]pyridine